dipentylether C(CCCC)OCCCCC